C(C)(C)N1C(=NC(=C1)C(F)(F)F)[C@@H]1C[C@H](CC1)N1CC2(CS(C2)(=O)=O)CC1 6-((1S,3S)-3-(1-isopropyl-4-(trifluoromethyl)-1H-imidazol-2-yl)cyclopentyl)-2-thia-6-azaspiro[3.4]octane 2,2-dioxide